(3-hydroxybenzylamino)-9-β-D-glucopyranosylpurine OC=1C=C(CNC2=NC=C3N=CN(C3=N2)[C@H]2[C@H](O)[C@@H](O)[C@H](O)[C@H](O2)CO)C=CC1